C(C)OC(=O)C=1C(=NC(=NC1C)C1=C(C=2CCC(C2C=C1CC(=O)O)(C)C)CC(=O)O)NCC1=CC=C(C=C1)OC 5-(5-(ethoxycarbonyl)-4-((4-methoxybenzyl)amino)-6-methylpyrimidin-2-yl)-1,1-dimethyl-2,3-dihydro-1H-indene-4,6-diacetic acid